O(S(=O)(=O)C(F)(F)F)C=1C=CC=2C3=C(C(=NC2C1)N)N(N=C3)C 4-amino-3-methyl-3H-pyrazolo[3,4-c]quinolin-7-yl triflate